N-[2-(4-methyl-1,2-thiazol-5-yl)-2-oxoethyl]-4'-(trifluoromethyl)[1,1'-biphenyl]-2-carboxamide CC=1C=NSC1C(CNC(=O)C=1C(=CC=CC1)C1=CC=C(C=C1)C(F)(F)F)=O